C12(C(=CC=C3C4=CC=CC=C4C=C13)N(C1=CC=CC=3SC4=C(C31)C=CC=C4)C4=C(C(=CC=3C1=CC=CC=C1CC43)C)C)C=CC=C4C3=CC=CC=C3C=C42 (spirobifluorenyl)(dimethylfluorenyl)(dibenzothiophenyl)amine